COC=1C=C(C=CC1\N=N\C1=CC(=C(C=C1)[N+](=O)[O-])C)NC(C1=NC=CC=C1)=O (E)-N-(3-Methoxy-4-((3-methyl-4-nitrophenyl)diazenyl)phenyl)picolinamide